C(=O)(F)F.C(CO)O ethylene glycol difluorocarbonate